cyclobutylmethyl (2,5-dioxopyrrolidin-1-yl)carboxylate O=C1N(C(CC1)=O)C(=O)OCC1CCC1